C(C)(C)(C)C=1C=CC2=C(N=C(O2)CSC=2NC(C3=C(N2)N(N=C3)C3=CC=CC=C3)=O)C1 6-(((5-(tert-Butyl)benzo[d]oxazol-2-yl)methyl)thio)-1-phenyl-1,5-dihydro-4H-pyrazolo[3,4-d]pyrimidin-4-on